(4-(7-bromo-9-(5-(difluoromethyl)-1,3,4-thiadiazol-2-yl)-9H-benzo[d]imidazo[1,2-a]imidazol-5-yl)piperazin-1-yl)(1-methylcyclopropyl)methanone BrC=1C=C(C2=C(N(C=3N2C=CN3)C=3SC(=NN3)C(F)F)C1)N1CCN(CC1)C(=O)C1(CC1)C